C(C)OC1=CC=C(C=C1)CCCC(C(=O)O)N1CCN(CCN(CCN(CC1)CC(=O)O)CC(=O)O)CC(=O)O 5-(4-ethoxyphenyl)-2-[4,7,10-tris(carboxymethyl)-1,4,7,10-tetraazacyclododecan-1-yl]pentanoic acid